(S)-N-(7-(3-hydroxy-3-methylbut-1-yn-1-yl)-5-methyl-4-oxo-2,3,4,5-tetrahydrobenzo[b][1,4]oxazepin-3-yl)-4-(pyridin-2-yloxy)pyridineamide OC(C#CC1=CC2=C(OC[C@@H](C(N2C)=O)NC(=O)C2=NC=CC(=C2)OC2=NC=CC=C2)C=C1)(C)C